N-(4b-hydroxy-7-isopropyl-4-nitro-10-oxo-4b,10-dihydro-9bH-indeno[1,2-b]benzofuran-9b-yl)-2-oxo-4-phenyl-butanamide OC12OC3=C(C1(C(C1=CC=CC(=C12)[N+](=O)[O-])=O)NC(C(CCC1=CC=CC=C1)=O)=O)C=CC(=C3)C(C)C